S(=O)([O-])[O-].[Na+].[Na+] sodium sulfit